tert-butyl (2-(2-(2-((4-(2,6-dioxopiperidin-3-yl)phenyl)amino)-2-oxoethoxy)ethoxy)ethyl)carbamate O=C1NC(CCC1C1=CC=C(C=C1)NC(COCCOCCNC(OC(C)(C)C)=O)=O)=O